5-(1-(2,2-difluoroethyl)-2-methyl-1H-benzo[d]imidazol-6-yl)-6-fluoro-N-((3R,4S)-3-fluoro-1-methylpiperidin-4-yl)-4-methoxypyrrolo[2,1-f][1,2,4]triazin-2-amine FC(CN1C(=NC2=C1C=C(C=C2)C=2C(=CN1N=C(N=C(C12)OC)N[C@@H]1[C@@H](CN(CC1)C)F)F)C)F